O1C(CCC1)C(=O)[O-].[Li+] lithium tetrahydrofuranate